tert-Butyl 2-(6-(2,2,2-trifluoroethyl) pteridin-4-yl)-2,7-diazaspiro[3.5]nonane-7-carboxylate FC(CC=1N=C2C(=NC=NC2=NC1)N1CC2(C1)CCN(CC2)C(=O)OC(C)(C)C)(F)F